(S)-N2-(2-methoxy-4-(methylsulfonyl)phenyl)-N4-(tetrahydrofuran-3-yl)-5-(trifluoromethyl)-7H-pyrrolo[2,3-d]pyrimidine-2,4-diamine COC1=C(C=CC(=C1)S(=O)(=O)C)NC=1N=C(C2=C(N1)NC=C2C(F)(F)F)N[C@@H]2COCC2